COC1=C(C(=CC=C1)OC)N1C(=NN=C1C=1C=NC=CC1)NS(=O)(=O)[C@H]([C@@H](C1=NC=C(C=N1)F)OCC)C (1r,2s)-N-(4-(2,6-dimethoxyphenyl)-5-(3-pyridyl)-4H-1,2,4-triazol-3-yl)-1-ethoxy-1-(5-fluoro-2-pyrimidinyl)-2-propanesulfonamide